1-(o-tolyl)-5-(trifluoromethyl)-1H-pyrazole-4-carboxylic acid C1(=C(C=CC=C1)N1N=CC(=C1C(F)(F)F)C(=O)O)C